4-(chloromethyl)-2-methylphenol ClCC1=CC(=C(C=C1)O)C